ClC=1C(=NC2=CC(=CC=C2N1)OC=1C=CC2=C(NC(=N2)C)C1)C=1C=NN(C1)CC1C2CN(C(C1)C2)C chloro-7-((2-methyl-1H-benzo[d]imidazol-6-yl)oxy)-2-(1-((2-methyl-2-azabicyclo[2.2.1]heptan-5-yl)methyl)-1H-pyrazol-4-yl)quinoxaline